3-(6-(((6-(cyclohexylamino)hexyl)(methyl)amino)methyl)-2-oxobenzo[cd]indol-1(2H)-yl)piperidine-2,6-dione C1(CCCCC1)NCCCCCCN(C)CC=1C=2C3=C(C(N(C3=CC1)C1C(NC(CC1)=O)=O)=O)C=CC2